N2-(4-(1-(2,2,2-trifluoroethyl)piperidin-4-yl)phenyl)spiro[3.3]heptane-2,6-diamine FC(CN1CCC(CC1)C1=CC=C(C=C1)NC1CC2(C1)CC(C2)N)(F)F